COC=1C=C(CCC2=CC(=NN2)NC(C2=C(C=CC=C2)NS(=O)(=O)C=C)=O)C=C(C1)OC N-(5-(3,5-dimethoxyphenethyl)-1H-pyrazol-3-yl)-2-(vinylsulfonamido)benzamide